Pyridine-4-boronic acid pinacol ester N1=CC=C(C=C1)B1OC(C)(C)C(C)(C)O1